1-(2-carboxyethyl)-4-(2-pyrimidinyl)pyridazinium C(=O)(O)CC[N+]1=NC=C(C=C1)C1=NC=CC=N1